2,4-diamino-5-o-ethoxyanilinopyrimidine NC1=NC=C(C(=N1)N)NC1=C(C=CC=C1)OCC